6-(5-Iodo-2-methylphenyl)-5,6,7,8-tetrahydropyrido[4,3-d]pyrimidin-4-amine IC=1C=CC(=C(C1)N1CC2=C(N=CN=C2N)CC1)C